tert-butyl 4-[4-[(2,6-dioxo-3-piperidyl)oxy]phenyl]piperidine-1-carboxylate O=C1NC(CCC1OC1=CC=C(C=C1)C1CCN(CC1)C(=O)OC(C)(C)C)=O